FC(OC=1C=C(C=C(C1C(=O)N1C(CC1)CO)OC)C1=CN=C2N1C=CC(=C2)C(C#N)(C)C)F 2-[3-[3-(Difluoromethoxy)-4-[2-(hydroxymethyl)azetidine-1-carbonyl]-5-methoxy-phenyl]imidazo[1,2-a]pyridin-7-yl]-2-methyl-propionitrile